BrC1=C(C=C(C(=O)N(C)C2C[C@H]3CC[C@@H](C2)N3C(=O)OC(C)(C)C)C=C1)CF tert-butyl (1R,3s,5S)-3-(4-bromo-3-(fluoromethyl)-N-methylbenzamido)-8-azabicyclo[3.2.1]octane-8-carboxylate